1-((5,7-dioxaspiro[2.5]octan-6-yl)methyl)-N-((5-(cyclopropylethynyl)-3-methylpyridin-2-yl)methyl)-N-methyl-1H-1,2,3-triazol-4-amine C1CC12COC(OC2)CN2N=NC(=C2)N(C)CC2=NC=C(C=C2C)C#CC2CC2